N1(CCOCC1)C=1C=CC(=C(C1)C1=C(N=C(S1)C=1C=NNC1)C(=O)N)N1CCCCC1 (5-morpholinyl-2-(piperidin-1-yl)phenyl)-2-(1H-pyrazol-4-yl)thiazole-4-carboxamide